COC(C(C)SC=1N=C(C2=C(N1)CCS2)NC2=CC=C(C=C2)C#N)=O 2-((4-((4-cyanophenyl)amino)-6,7-dihydrothieno[3,2-d]pyrimidin-2-yl)thio)propanoic acid methyl ester